N-[4-amino-1-(2-trimethylsilylethoxymethyl)pyrazolo[4,3-c]pyridin-7-yl]-N'-benzyl-N'-[[3-(trifluoromethyl)-2-pyridyl]methyl]oxamide Copper [Cu].NC1=NC=C(C2=C1C=NN2COCC[Si](C)(C)C)NC(=O)C(=O)N(CC2=NC=CC=C2C(F)(F)F)CC2=CC=CC=C2